3-[3-Methyl-4-[3-[[(3S,4S)-3-methyl-4-piperidinyl]oxy]prop-1-ynyl]-2-oxo-benzimidazol-1-yl]piperidine-2,6-dione CN1C(N(C2=C1C(=CC=C2)C#CCO[C@@H]2[C@H](CNCC2)C)C2C(NC(CC2)=O)=O)=O